CC(C(=O)N)(C)C 2,2-Dimethylpropanamide